NC1=C2C(=NC=N1)N(N=C2C=2C(=C(C#N)C(=CC2)OC)F)C(C)C2=NC1=CC=CC=C1C(N2C2=CC=CC=C2)=O 3-(4-amino-1-(1-(4-oxo-3-phenyl-3,4-dihydroquinazolin-2-yl)ethyl)-1H-pyrazolo[3,4-d]pyrimidin-3-yl)-2-fluoro-6-methoxybenzonitrile